COS(=O)(=O)C1=CC=CC2=CC=CC=C12.ClC1=C(C(=CC=C1)[N+](=O)[O-])N1CCOCC1 4-(2-chloro-6-nitro-phenyl)morpholine methylnaphthalenesulphonate